phenyl (4-(pyrimidin-5-ylthio)phenyl)carbamate N1=CN=CC(=C1)SC1=CC=C(C=C1)NC(OC1=CC=CC=C1)=O